(R)-5-chloro-4-(1H-indol-3-yl)-N-(1-((1-(piperidin-4-ylmethyl)piperidin-4-yl)methyl)pyrrolidin-3-yl)pyrimidin-2-amine ClC=1C(=NC(=NC1)N[C@H]1CN(CC1)CC1CCN(CC1)CC1CCNCC1)C1=CNC2=CC=CC=C12